P(OC1=CC=C(C=C1)N=C=O)(OC1=CC=C(C=C1)N=C=O)(OC1=CC=C(C=C1)N=C=O)=S tris-(4-isocyanatophenyl) phosphorothioate